C[C@H]1CCC(=O)[C@](C[C@@H]([C@@H]2[C@@H]([C@H]1O)OC(=O)C2=C)OC(=O)C(=C)C)(C)OC(=O)C The molecule is a germacranolide isolated from Lychnophora antillana and has been shown to exhibit antineoplastic activity. It has a role as a metabolite and an antineoplastic agent. It is a germacranolide, an acetate ester, a cyclic ketone and a secondary alcohol.